(4aS,9aR)-7-(difluoromethyl)-8-fluoro-2-methyl-2,3,4,4a,9,9a-hexahydroindeno[2,1-b][1,4]oxazine FC(C1=C(C=2C[C@H]3OC(CN[C@H]3C2C=C1)C)F)F